C(C)(C)(C)OC(=O)N1CC2=C(C(C1)(C)C)N(N=C2)CC21CCC(CC2)(CC1)NC(=O)OC(C)(C)C 1-((4-((tert-butoxycarbonyl)amino)bicyclo[2.2.2]oct-1-yl)methyl)-7,7-dimethyl-6,7-dihydro-1H-pyrazolo[4,3-c]pyridine-5(4H)-carboxylic acid tert-butyl ester